2-chloro-N-(3-((4-((1-cycloheptylpiperidin-4-yl)amino)-7-(trifluoromethyl)quinazolin-2-yl)(methyl)amino)propyl)acetamide ClCC(=O)NCCCN(C)C1=NC2=CC(=CC=C2C(=N1)NC1CCN(CC1)C1CCCCCC1)C(F)(F)F